ClC=1C(=NC(=C(C1)F)C1=CC=C(C=C1)S(=O)C)C(=O)OC Methyl 3-chloro-5-fluoro-6-(4-(methylsulfinyl) phenyl)picolinate